3-(2-methoxymethyloxy-3-methyl-5-isopropylphenyl)-3-(3-ethylphenyl)-acrylic acid methyl ester COC(C=C(C1=CC(=CC=C1)CC)C1=C(C(=CC(=C1)C(C)C)C)OCOC)=O